BrC1=CC=CC(=N1)OCC1=C(C=C(C=C1)F)CCCO[Si](C)(C)C(C)(C)C 3-[2-[(6-bromo-2-pyridinyl)oxymethyl]-5-fluoro-phenyl]propoxy-tert-butyl-dimethyl-monosilane